FC(S(=O)(=O)O)(F)F.CS(=O)(=O)O methanesulfonic acid, trifluoromethanesulfonic acid salt